N-((2R,3'S)-1',3'-dimethyl-6-morpholino-3H-spiro[benzofuran-2,4'-piperidin]-5-yl)pyrazolo[1,5-a]pyrimidine-3-carboxamide CN1C[C@@H]([C@@]2(CC1)OC1=C(C2)C=C(C(=C1)N1CCOCC1)NC(=O)C=1C=NN2C1N=CC=C2)C